bis(hydroxyethyl) sulfide mono(3-mercaptopropionate) SCCC(=O)O.OCCSCCO